5-[(3S)-5-fluoro-7-hydroxy-3-{[2-(1-methylcyclopropyl)ethyl]amino}-3,4-dihydro-2H-1-benzothiopyran-6-yl]-1λ6,2,5-thiadiazolidine-1,1,3-trione FC1=C(C(=CC2=C1C[C@@H](CS2)NCCC2(CC2)C)O)N2CC(NS2(=O)=O)=O